2-[2-(1-pyrrolidinyl)propoxy]ethyl-N,N-dimethyl-amine N1(CCCC1)C(COCCN(C)C)C